C(C)(=O)O[C@@H]1[C@@H](SC2=CC=C(C=C2)C)O[C@@H]([C@H]([C@@H]1OC)OCC1=CC=CC=C1)C p-Tolyl 2-O-acetyl-4-O-benzyl-3-O-methyl-1-thio-α-D-rhamnopyranoside